ClC1=C(C(=O)N(CC=2OC=CC2)CC2=C(C=CC(=C2)N(CC)CC)N(S(=O)(=O)C=2C=CC3=C(C(=C(O3)C(=O)O)C)C2)CC)C=CC=C1 5-(N-(2-((2-chloro-N-(furan-2-ylmethyl)benzoylamino)methyl)-4-(diethylamino)phenyl)-N-ethylsulfamoyl)-3-methylbenzofuran-2-carboxylic acid